sulfydryl (dithiocarbamate) C(N)(SS)=S